N,N-bis(4-tert-butylcyclohexyl)-5-(4-isopropylcyclohexylcarbonylamino)isophthalamide C(C)(C)(C)C1CCC(CC1)N(C(C1=CC(C(=O)N)=CC(=C1)NC(=O)C1CCC(CC1)C(C)C)=O)C1CCC(CC1)C(C)(C)C